CC=1C=C(C=CC1OC1=CC2=C(N(C=N2)C)C=C1)NC=1C2=C(N=CN1)C=NC(=N2)S(=O)C N-(3-methyl-4-((1-methyl-1H-benzo[d]imidazol-5-yl)oxy)phenyl)-6-(methylsulfinyl)pyrimido[5,4-d]pyrimidin-4-amine